C(C)C1=CN=C2N1C=C(C=N2)C=2C=CN1N=C(N=CC12)N[C@@H]1CC[C@H](CC1)N1CCN(CC1)C 5-(3-ethylimidazo[1,2-a]pyrimidin-6-yl)-N-(trans-4-(4-methylpiperazin-1-yl)cyclohexyl)pyrrolo[2,1-f][1,2,4]triazin-2-amine